(R)-1-((2-aminopropyl)amino)-7-hydroxy-3H-pyrrolo[3,2-f]quinoline-2-carboxylic acid methyl ester COC(=O)C1=C(C2=C3C=CC(=NC3=CC=C2N1)O)NC[C@@H](C)N